(3R,5R)-3-amino-5-hydroxy-piperidine-1-carboxylic acid tert-butyl ester C(C)(C)(C)OC(=O)N1C[C@@H](C[C@H](C1)O)N